ethyl (2,4,6-trimethylbenzoyl) phenylphosphite C1(=CC=CC=C1)P(OCC)(OC(C1=C(C=C(C=C1C)C)C)=O)[O-]